perfluorobicyclo[4.4.0]decane FC12C(C(C(C(C2(C(C(C(C1(F)F)(F)F)(F)F)(F)F)F)(F)F)(F)F)(F)F)(F)F